5-[4-(2-methoxy-ethoxy)-phenyl]-7-phenyl-3,7-dihydro-pyrrolo[2,3-d]pyrimidin-4-one COCCOC1=CC=C(C=C1)C1=CN(C=2N=CNC(C21)=O)C2=CC=CC=C2